6-[7-(benzyloxy)imidazo[1,2-a]pyridin-3-yl]-N-{[4-(1-methyl-1H-pyrazol-4-yl)phenyl]methyl}pyrimidin-4-amine C(C1=CC=CC=C1)OC1=CC=2N(C=C1)C(=CN2)C2=CC(=NC=N2)NCC2=CC=C(C=C2)C=2C=NN(C2)C